1-(5-phenylpentyl)azetidine C1(=CC=CC=C1)CCCCCN1CCC1